BrC1=C(N)C(=CC(=C1)Br)C 2,4-dibromo-6-methylaniline